ethyl 5-amino-2-(3-amino-1-methyl-pyrazol-4-yl)-6-(5-methyl-1-tetrahydropyran-2-yl-indazol-4-yl)pyrimidine-4-carboxylate NC=1C(=NC(=NC1C1=C2C=NN(C2=CC=C1C)C1OCCCC1)C=1C(=NN(C1)C)N)C(=O)OCC